NC1=C([N+](=CC2=C(C=CC=C12)C1=C(C=NN1)OC)[O-])C(NCCC)=O 4-amino-8-(4-methoxy-1H-pyrazol-5-yl)-3-(propylcarbamoyl)isoquinoline-2-oxide